CC=1C2=C(N=C(N1)SC)CN(C2=O)C[C@H]2C[C@H](CCC2)C(F)(F)F 4-methyl-2-(methylthio)-6-(((1R,3S)-3-(trifluoromethyl)cyclohexyl)methyl)-6,7-dihydro-5H-pyrrolo[3,4-d]pyrimidin-5-one